P(=O)([O-])([O-])[O-].[Gd+3] Gadolinium(III) phosphate